(7-bromo-5-chloro-1-cyclopropyl-1H-pyrazolo[4,3-b]pyridin-3-yl)isoindoline-1,3-dione BrC1=C2C(=NC(=C1)Cl)C(=NN2C2CC2)N2C(C1=CC=CC=C1C2=O)=O